2,2,5-trimethyl-1-oxa-4-thia-2-silacyclohexan-6-one C[Si]1(OC(C(SC1)C)=O)C